4-((2-(azetidin-1-ylmethyl)-6-fluorobenzyl)amino)-5-chloro-2-fluoro-N-(isoxazol-3-yl)-N-(4-methoxybenzyl)benzenesulfonamide N1(CCC1)CC1=C(CNC2=CC(=C(C=C2Cl)S(=O)(=O)N(CC2=CC=C(C=C2)OC)C2=NOC=C2)F)C(=CC=C1)F